C1=CC=C(C=C1)SC2=CC=C(C=C2)CO[C@@H](CN3C=CN=C3)C4=C(C=C(C=C4)Cl)Cl The molecule is a 1-[2-(2,4-dichlorophenyl)-2-{[4-(phenylsulfanyl)benzyl]oxy}ethyl]imidazole that is the (R)-enantiomer of fenticonazole. It is a conjugate base of a (R)-fenticonazole(1+). It is an enantiomer of a (S)-fenticonazole.